6-(2-{[(2S,7aS)-2-fluoro-hexahydro-1H-pyrrolizin-7a-yl]methoxy}-6-chloro-4-{3,8-diazabicyclo[3.2.1]oct-3-yl}-8-fluoroquinazolin-7-yl)-4-methyl-5-(trifluoromethyl)pyridin-2-amine F[C@H]1C[C@@]2(CCCN2C1)COC1=NC2=C(C(=C(C=C2C(=N1)N1CC2CCC(C1)N2)Cl)C2=C(C(=CC(=N2)N)C)C(F)(F)F)F